2-[3,5-Dichloro-4-(5-isopropyl-6-oxo-1,6-dihydro-pyridazin-3-yloxy)-phenyl]-isoindole-1,3-dione ClC=1C=C(C=C(C1OC1=NNC(C(=C1)C(C)C)=O)Cl)N1C(C2=CC=CC=C2C1=O)=O